N-(3-phenyl-1H-pyrazol-5-yl)-9H-purin-2-amine C1(=CC=CC=C1)C1=NNC(=C1)NC1=NC=C2N=CNC2=N1